tert-Butyl 4-[6-[5-bromo-3-(methoxymethoxy)-2-pyridyl]pyridazin-3-yl]-2-methyl-piperazine-1-carboxylate BrC=1C=C(C(=NC1)C1=CC=C(N=N1)N1CC(N(CC1)C(=O)OC(C)(C)C)C)OCOC